(3S,4R)-4-((5-fluoro-7-(5-(perfluoroethyl)pyridin-2-yl)pyrrolo[2,1-f][1,2,4]triazin-2-yl)amino)tetrahydro-2H-pyran-3-ol FC=1C=C(N2N=C(N=CC21)N[C@H]2[C@@H](COCC2)O)C2=NC=C(C=C2)C(C(F)(F)F)(F)F